ClC(C)C=1N=NC=CC1 3-(1-chloroethyl)pyridazine